ClC1=CC(=C(C=C1OC)C1CCN(CC1)C(=O)OC(C)(C)C)F Tert-butyl 4-(4-chloro-2-fluoro-5-methoxyphenyl)piperidine-1-carboxylate